COC1=C(C(=NC=C1C)CS(=O)C1=NC2=C(N1)C=CC(=C2)OC(=O)C2CC=CCC2)C cyclohex-3-ene-1-carboxylic acid 2-(((4-methoxy-3,5-dimethylpyridin-2-yl) methyl) sulfinyl)-1H-benzo[d]imidazol-5-yl ester